(3S*,3aS*,6R*,7R*,7aS*)-1-benzyl-N-cyclohexyl-5-oxo-7-propyloctahydro-3aH-3,6-methanopyrrolo[3,2-b]pyridine-3a-carboxamide C(C1=CC=CC=C1)N1C[C@H]2[C@@]3(NC([C@@H]([C@H]([C@@H]31)CCC)C2)=O)C(=O)NC2CCCCC2 |o1:9,10,13,14,15|